BrC=1C=C(C=CC1)NCC 3-bromophenyl-ethylamine